BrC1=CC=C(C=C1)N(C1=CC=C(C=C1)C1=CC=CC=C1)C1=CC=C(C=C1)C1=CC=CC=C1 N-(4-bromophenyl)-4-phenyl-N-(4-phenylphenyl)aniline